2-[2-(1-Pyrrolidinyl)ethoxy]ethyl 4-[2-(4-fluorophenyl)-4-oxo-1,3-thiazolidin-3-yl]-3-methylbenzoate FC1=CC=C(C=C1)C1SCC(N1C1=C(C=C(C(=O)OCCOCCN2CCCC2)C=C1)C)=O